C(C)(C)(C)C1=NOC(=N1)C12CCC(CC1)(CC2)CN(C(=O)C2CCS(CC2)(=O)=O)C2=CC(=CC=C2)P(=O)(C)C N-((4-(3-(tert-butyl)-1,2,4-oxadiazol-5-yl)bicyclo[2.2.2]octan-1-yl)methyl)-N-(3-(dimethylphosphoryl)phenyl)tetrahydro-2H-thiopyran-4-carboxamide 1,1-dioxide